3-chloro-4-(methoxymethyloxy)benzaldehyde ClC=1C=C(C=O)C=CC1OCOC